1-(4-(5-(3-bromophenyl)-4,5-dihydroisoxazol-3-yl)benzyl)azetidine-3-carboxylic acid BrC=1C=C(C=CC1)C1CC(=NO1)C1=CC=C(CN2CC(C2)C(=O)O)C=C1